Potassium 4-amino-3-chloro-5-fluoro-6-(7-fluoro-1H-indol-6-yl)pyridine-2-carboxylate NC1=C(C(=NC(=C1F)C1=CC=C2C=CNC2=C1F)C(=O)[O-])Cl.[K+]